3-(Benzyloxy)-4-(2-(2-(dimethylamino)ethoxy)-4-((tetrahydrofuran-3-yl)amino)-5,6,7,8-tetrahydropyrido[4,3-d]pyrimidine-6-carbonyl)-5-hydroxybenzonitrile C(C1=CC=CC=C1)OC=1C=C(C#N)C=C(C1C(=O)N1CC2=C(N=C(N=C2NC2COCC2)OCCN(C)C)CC1)O